N-(6-Fluoro-7-methyl-3-oxo-2,3-dihydro-inden-4-yl)acetamide FC1=CC(=C2C(CCC2=C1C)=O)NC(C)=O